N-(7-fluoro-2-formyl-indan-5-yl)-2-hydroxy-2-methyl-propanamide FC=1C=C(C=C2CC(CC12)C=O)NC(C(C)(C)O)=O